tert-butyl N-(4-{[(1S)-1-cyano-2-{4'-cyano-[1,1'-biphenyl]-4-yl}ethyl]carbamoyl}oxan-4-yl)-N-methylcarbamate C(#N)[C@H](CC1=CC=C(C=C1)C1=CC=C(C=C1)C#N)NC(=O)C1(CCOCC1)N(C(OC(C)(C)C)=O)C